C(CC)OC(\C(\C)=C\C(=O)O)=O mesaconic acid monopropyl ester